N(N)C(OCC12COC(C1)C2)=S O-((2-oxabicyclo(2.1.1)hexan-4-yl)methyl) hydrazinecarbothioate